O=C1N(C2=C(N1C1C(NC(CC1)=O)=O)C=CC=C2)CC2CCNCC2 3-[2-oxo-3-(4-piperidylmethyl)benzimidazol-1-yl]piperidine-2,6-dione